4,5-dihydroxyphthalic acid OC=1C=C(C(C(=O)O)=CC1O)C(=O)O